[(1R)-1-[[tert-butyl(dimethyl)silyl]oxymethyl]-2,2-difluoro-ethyl] trifluoromethanesulfonate FC(S(=O)(=O)O[C@@H](C(F)F)CO[Si](C)(C)C(C)(C)C)(F)F